C(C)N(CCCCC)CC diethyl-(pentyl)amine